CC=1NC(=C(CC1C(=O)OCCN1CCN(CC1)C1=NC=CC=N1)[N+](=O)[O-])C 1,4-dihydro-2,6-dimethyl-5-nitro-3-pyridinecarboxylic acid, {2-[4-(2-pyrimidinyl)-1-piperazinyl]ethyl} ester